5-(2-bromoethoxy)-2-methyl-2,3-dihydro-1H-isoindol-1-one BrCCOC=1C=C2CN(C(C2=CC1)=O)C